(1S,3S)-3-((2-methyl-6-(1-methyl-5-(((6-(trifluoromethyl)pyrimidin-4-yl)amino)methyl)-1H-1,2,3-triazol-4-yl)pyridin-3-yl)oxy)cyclohexane-1-carboxylic acid CC1=NC(=CC=C1O[C@@H]1C[C@H](CCC1)C(=O)O)C=1N=NN(C1CNC1=NC=NC(=C1)C(F)(F)F)C